N-[3-fluoro-4-({7-[3-(3-fluoropyrrolidin-1-yl)propoxy]-6-methoxyquinolin-4-yl}oxy)phenyl]-5-(4-fluorophenyl)-6-oxo-2,3,5,6-tetrahydrofuro[3,2-c]pyridine-7-carboxamide FC=1C=C(C=CC1OC1=CC=NC2=CC(=C(C=C12)OC)OCCCN1CC(CC1)F)NC(=O)C1=C2C(=CN(C1=O)C1=CC=C(C=C1)F)CCO2